FC1=C(C=CC=C1B1OC(C(O1)(C)C)(C)C)CNC([O-])=O N-((2-fluoro-3-(4,4,5,5-tetramethyl-1,3,2-dioxaborolan-2-yl)phenyl)methyl)carbamate